CC1=C(C(=CC=C1)C)C1=NC(=NC(=C1CC)OC1=CC=C(C=C1)N1CCNCC1)NS(=O)(=O)C=1C=NN(C1)C N-[4-(2,6-dimethylphenyl)-5-ethyl-6-(4-piperazin-1-ylphenoxy)pyrimidin-2-yl]-1-methyl-pyrazole-4-sulfonamide